5-bromo-1H-1,2,4-triazol-3-amine BrC1=NC(=NN1)N